6-((3,4-dimethylbenzyl)amino)-N-phenylimidazo[1,2-a]pyridin-3-carboxamide CC=1C=C(CNC=2C=CC=3N(C2)C(=CN3)C(=O)NC3=CC=CC=C3)C=CC1C